OCC[C@@H](C(C)C)NC(=O)C1CCN(CC1)C1=NC(=NO1)C1=CC=C(C=C1)OC (S)-N-(1-hydroxy-4-methylpentan-3-yl)-1-(3-(4-methoxyphenyl)-1,2,4-oxadiazol-5-yl)piperidine-4-carboxamide